CS(=O)(=O)O.NC1CCC=2C=3C1=C1C(=NC3C=C3C2OCO3)C3=CC2=C(C(N3C1)=O)COC(C2(O)CC)=O 1-amino-10-ethyl-10-hydroxy-1,2,3,10,13,16-hexahydro-11H,14H-benzo[de][1,3]dioxolo[4,5-g]pyrano[3',4':6,7]indolizino[1,2-b]quinoline-11,14-dione methanesulfonate